ClC1=CC=C2N(C1=O)C1(C(CCC1)(C)C)NC2=O 6-chloro-2',2'-dimethyl-spiro[2H-imidazo[1,5-a]pyridine-3,1'-cyclopentane]-1,5-dione